Lithium-Manganese Oxide [O-2].[Mn+2].[Li+]